capric acid choline salt OCC[N+](C)(C)C.[O-]C(=O)CCCCCCCCC